N,N-bis(4-methoxybenzyl)-1-phenylethanesulfonamide COC1=CC=C(CN(S(=O)(=O)C(C)C2=CC=CC=C2)CC2=CC=C(C=C2)OC)C=C1